(E)-2-(p-bromostyryl)quinoline BrC1=CC=C(/C=C/C2=NC3=CC=CC=C3C=C2)C=C1